phenbutyl-tin C(CCCC1=CC=CC=C1)[Sn]